Methyl 2-((3S,6R,7R)-12-(benzyloxy)-10-((2,4-difluorobenzyl)carbamoyl)-6-mercapto-3-methyl-1,11-dioxo-1,4,5,6,7,11-hexahydro-3H-2,7-methanopyrido[1,2-a][1,4]diazonin-6-yl)acetate C(C1=CC=CC=C1)OC=1C(C(=CN2C1C(N1[C@H](CC[C@@]([C@H]2C1)(S)CC(=O)OC)C)=O)C(NCC1=C(C=C(C=C1)F)F)=O)=O